NC[C@H]1C[C@H]([C@H]2[C@@H]1OC(O2)(C)C)N2C=C(C1=C2N=CN=C1NCC1=CC=C(C=C1)OC)C1=CC=CC=C1 7-((3as,4r,6r,6ar)-6-(aminomethyl)-2,2-dimethyltetrahydro-4H-cyclopenta[d][1,3]dioxol-4-yl)-N-(4-methoxybenzyl)-5-phenyl-7H-pyrrolo[2,3-d]pyrimidin-4-amine